3,5-Dinitro-2-N,6-N-dipyridin-2-ylpyridine-2,6-diamine [N+](=O)([O-])C=1C(=NC(=C(C1)[N+](=O)[O-])NC1=NC=CC=C1)NC1=NC=CC=C1